2-(Methylsulfanyl)-1-(2-(5-(2,3,4-trifluorophenyl)-1H-imidazol-2-yl)piperidin-1-yl)propan-1-one CSC(C(=O)N1C(CCCC1)C=1NC(=CN1)C1=C(C(=C(C=C1)F)F)F)C